tert-Butyl 3-[[7-(5-methyltetrazol-2-yl)-1-isoquinolyl]amino]-propanoate CC=1N=NN(N1)C1=CC=C2C=CN=C(C2=C1)NCCC(=O)OC(C)(C)C